C(C)(=O)OC1=C(C(N(N=C1C)C)=O)C1=C(OC2=C1C=CC=C2C)C 5-(acetoxy)-4-(2,7-dimethyl-3-benzofuranyl)-2,6-dimethyl-3(2H)-pyridazinone